tert-butyl (tert-butoxycarbonyl)(5-((((1r,3r)-3-(4-fluoro-3-(trifluoromethyl)phenoxy)cyclobutyl)amino)methyl)isoquinolin-3-yl)carbamate C(C)(C)(C)OC(=O)N(C(OC(C)(C)C)=O)C=1N=CC2=CC=CC(=C2C1)CNC1CC(C1)OC1=CC(=C(C=C1)F)C(F)(F)F